BrC=1C(=C2C(=NC1)NC(=N2)C2=C(N(C(=C2)C)C=2C=C(C=CC2)S(=O)(=O)N)C)NC2=CC=C(C=C2)OCCOC 3-(3-(6-bromo-7-((4-(2-methoxyethoxy)phenyl)amino)-3H-imidazo[4,5-b]pyridine-2-yl)-2,5-dimethyl-1H-pyrrol-1-yl)benzenesulfonamide